O1CN=C2C1=CC=CO2 pyranooxazole